OC1=C(C(=O)C2=CC=CC=C2)C=CC(=C1)OCCOC(C=C)=O 2-hydroxy-4-(2-acryloyloxyethoxy)benzophenone